5-bromo-4-fluoropyrazolo[1,5-a]pyridine BrC1=C(C=2N(C=C1)N=CC2)F